4-(5-methoxy-4-(3-(1-methyl-1H-pyrazol-3-yl)phenyl)-6-(1-methyl-1H-pyrazol-4-yl)pyrimidin-2-yl)morpholine COC=1C(=NC(=NC1C=1C=NN(C1)C)N1CCOCC1)C1=CC(=CC=C1)C1=NN(C=C1)C